3-(ethylsulfonyl-methyl)azetidine trifluoroacetate FC(C(=O)O)(F)F.C(C)S(=O)(=O)CC1CNC1